1-bromo-4-(2,3,4,6-tetra-O-acetyl-D-glucopyranos-1-yl)-2-(phenoxymethyl)-benzene BrC1=C(C=C(C=C1)C1(O)[C@H](OC(C)=O)[C@@H](OC(C)=O)[C@H](OC(C)=O)[C@H](O1)COC(C)=O)COC1=CC=CC=C1